3-[[2-(3-cyanophenyl)-1-(6-methoxy-1,3-benzothiazol-2-yl)ethyl]sulfamoyl]benzamide C(#N)C=1C=C(C=CC1)CC(C=1SC2=C(N1)C=CC(=C2)OC)NS(=O)(=O)C=2C=C(C(=O)N)C=CC2